NC1=NC=CC(=C1)C1=CC=C(C(=C1C#N)N1CCC(CC1)C1=NN=CN1C)C=1C=NC(=CC1)F 6-(2-aminopyridin-4-yl)-3-(6-fluoropyridin-3-yl)-2-(4-(4-methyl-4H-1,2,4-triazol-3-yl)piperidin-1-yl)benzonitrile